ClC1=CC(=C(C=C1)C1=NOC(=C1C(O)C=1C=NC=CC1)C1=C(C=C(C=C1)F)F)F [3-(4-chloro-2-fluoro-phenyl)-5-(2,4-difluorophenyl)isoxazol-4-yl]-(3-pyridyl)methanol